C(C1=CC=CC=C1)C=1N(C(C2=CC=C(C=C2C1)C)=O)S(=O)(=O)C1=CC=C(C=C1)[N+](=O)[O-] 3-Benzyl-6-methyl-2-((4-nitrophenyl)sulfonyl)isoquinolin-1(2H)-one